N-(3-fluorophenyl)-2-(3-methyl-5-oxo-4,5-dihydro-1H-pyrazol-1-yl)-N-((5-(5-(trifluoromethyl)-1,2,4-oxadiazol-3-yl)pyridin-2-yl)methyl)acetamide FC=1C=C(C=CC1)N(C(CN1N=C(CC1=O)C)=O)CC1=NC=C(C=C1)C1=NOC(=N1)C(F)(F)F